O=C1NCC2=CC=CC=C12 3-oxo-1H-isoindol